2-bromo-1-methyl-4-(trifluoromethyl)benzene tert-butyl-4-(1-((N-(tert-butoxycarbonyl)sulfamoyl)amino)propan-2-yl)piperidine-1-carboxylate C(C)(C)(C)OC(=O)N1CCC(CC1)C(CNS(NC(=O)OC(C)(C)C)(=O)=O)C.BrC1=C(C=CC(=C1)C(F)(F)F)C